N-isobutyl-N-(3-(methyl((1-((2-(trimethylsilyl)ethoxy)methyl)-1H-imidazol-5-yl)methyl)amino)phenyl)-2-(methylsulfonyl)benzamide C(C(C)C)N(C(C1=C(C=CC=C1)S(=O)(=O)C)=O)C1=CC(=CC=C1)N(CC1=CN=CN1COCC[Si](C)(C)C)C